(R)-1-(2-(5-((2,2-dimethyl-2,3-dihydropyrazolo[5,1-b]oxazol-6-yl)methyl)-2-methyl-2H-1,2,3-triazol-4-yl)-4-fluorophenyl)ethan-1-ol CC1(CN2C(O1)=CC(=N2)CC=2C(=NN(N2)C)C2=C(C=CC(=C2)F)[C@@H](C)O)C